C(C)(CC)NP(OCC)(OC=1C=C(C(=CC1)[N+](=O)[O-])C)=S O-ethyl O-6-nitro-m-tolyl sec-butylphosphoramidothioate